(1S,2R)-(R)-4,4-dimethyl-2-oxotetrahydrofuran-3-yl 2-(6-methoxy-2-methylpyridin-3-yl)-1-(2-methoxy-5-methylphenyl)cyclopropanecarboxylate COC1=CC=C(C(=N1)C)[C@@H]1[C@](C1)(C(=O)O[C@H]1C(OCC1(C)C)=O)C1=C(C=CC(=C1)C)OC